C(C1=CC=CC=C1)OC1=C(C=CC=C1)C1=NOC(=C1)CCl 3-[2-(benzyloxy)phenyl]-5-(chloromethyl)isoxazole